NC1=NC=C(N=C1C)Br 2-amino-5-bromo-3-methylpyrazine